C(#N)C1=CC(CC(C1=O)(C)C)(OC)C1=NC=C(C=C1C1=CC(=NC=C1)S(=O)(=O)N(C)C)F 2-[3-cyano-1-methoxy-5,5-dimethyl-4-oxocyclohex-2-en-1-yl]-5-fluoro-N,N-dimethyl[3,4'-bipyridine]-2'-sulfonamide